C(C1=CC=CC=C1)SC1=CC(=C(C=NO)C(=C1)F)F 4-(benzylthio)-2,6-difluorobenzaldehyde oxime